BrC=1C=C2C(C(=COC2=C(C1)C)C=1C=C(C=CC1)C1(CC(C1)CC#N)C1=NN=CN1C)=O trans-3-(3-(6-bromo-8-methyl-4-oxo-4H-chromen-3-yl)phenyl)-3-(4-methyl-4H-1,2,4-triazol-3-yl)cyclobutyl-acetonitrile